Fmoc-octanediamine C(=O)(OCC1C2=CC=CC=C2C2=CC=CC=C12)C(CCCCCCC)(N)N